2-(4-Chloro-5-((3R,4R)-3-methyl-1-(methylsulfonyl)piperidin-4-yl)-1H-imidazol-2-yl)-5-fluoropyridine ClC=1N=C(NC1[C@H]1[C@H](CN(CC1)S(=O)(=O)C)C)C1=NC=C(C=C1)F